N-[5-(2,6-difluoro-4-methoxyphenyl)-1-methyl-3-oxo-2-(6-{[(3R)-oxolan-3-yl]amino}-3-(trifluoromethyl)pyridin-2-yl)-2,3-dihydro-1H-pyrazol-4-yl]-4-(difluoromethoxy)benzamide FC1=C(C(=CC(=C1)OC)F)C1=C(C(N(N1C)C1=NC(=CC=C1C(F)(F)F)N[C@H]1COCC1)=O)NC(C1=CC=C(C=C1)OC(F)F)=O